tert-butyl 4-[7-({8-fluoro-7-methoxy-2-methylimidazo[1,2-a]pyridin-6-yl} carbamoyl)-2-methylindazol-4-yl]piperazine-1-carboxylate FC=1C=2N(C=C(C1OC)NC(=O)C1=CC=C(C3=CN(N=C13)C)N1CCN(CC1)C(=O)OC(C)(C)C)C=C(N2)C